NC1=NC(=C(C=C1C=1C=C2CCNC(C2=CC1)=O)C1=CC=C(C=C1)[Si](C)(C)O)F 6-(2-amino-6-fluoro-5-(4-(hydroxydimethylsilyl)phenyl)pyridin-3-yl)-3,4-dihydroisoquinolin-1(2H)-one